OC1CCN(CC1)CCCOC=1C(=C(C=CC1)C1=C(C(=CC=C1)C=1SC=2CN(CCC2N1)C(=O)OC(C)(C)C)C(F)(F)F)C Tert-butyl 2-(3'-(3-(4-hydroxypiperidin-1-yl) propoxy)-2'-methyl-2-(trifluoromethyl)-[1,1'-biphenyl]-3-yl)-6,7-dihydrothiazolo[5,4-c]pyridine-5(4H)-carboxylate